(2-chloro-5-((1-methyl-1H-pyrazol-4-yl) ethynyl) pyridin-4-yl) carbamate C(N)(OC1=CC(=NC=C1C#CC=1C=NN(C1)C)Cl)=O